FC(C1=NN=C(O1)C1=CN=C(S1)CN(S(=O)(=O)CC)C=1C=NC(=CC1)N1CCN(CC1)C)F N-((5-(5-(difluoromethyl)-1,3,4-oxadiazol-2-yl)thiazol-2-yl)methyl)-N-(6-(4-methylpiperazin-1-yl)pyridin-3-yl)ethanesulfonamide